FC=1C=C(C=CC1S(=O)(=O)C)NC1=NC=C(C=C1)[N+](=O)[O-] N-(3-fluoro-4-(methylsulfonyl)phenyl)-5-nitropyridin-2-amine